N-(3-(6-bromooxazolo[4,5-b]pyridin-2-yl)-5-fluoro-2-methylphenyl)-4-cyano-2,3-difluorobenzamide BrC=1C=C2C(=NC1)N=C(O2)C=2C(=C(C=C(C2)F)NC(C2=C(C(=C(C=C2)C#N)F)F)=O)C